tert-butyl 3-(1,3-dimethyl-4-morpholino-2-oxo-2,3-dihydro-1H-imidazo[4,5-c]pyridin-6-yl)-5-(4-methoxypyridin-3-yl)-7-methyl-1H-pyrazolo[3,4-c]pyridine-1-carboxylate CN1C(N(C=2C(=NC(=CC21)C2=NN(C1=C(N=C(C=C12)C=1C=NC=CC1OC)C)C(=O)OC(C)(C)C)N1CCOCC1)C)=O